ClC1=CC=C(C=C1)C(NC)C(=O)N 2-(4-chlorophenyl)-N2-Methylglycinamide